ClC1=CC=C(C=C1)[C@H]1C2C(N(C(C1)C2)C(=O)OC(C)(C)C)=O |o1:7| tert-butyl rel-(5R)-5-(4-chlorophenyl)-3-oxo-2-azabicyclo[2.2.1]heptane-2-carboxylate